N1CC(CCC1)C(=O)N1CCN(CC1)C1=CC=NC2=CC=CC=C12 Piperidin-3-yl(4-(quinolin-4-yl)piperazin-1-yl)methanone